ON=C(N)C=1C=C(C=CC1)CC(C=1SC2=C(N1)C=CC(=C2)OC)NS(=O)(=O)C=2C=C(C(=O)NCCOC)C=CC2 3-[[2-[3-(N'-hydroxycarbamimidoyl)phenyl]-1-(6-methoxy-1,3-benzothiazol-2-yl)ethyl]sulfamoyl]-N-(2-methoxyethyl)benzamide